ClC=1C(=CC2=C([C@@H]([C@](O2)(C2=CC=CC=C2)CNC2CCC(CC2)(C)O)C)C1C1=C(C#N)C=CC(=C1F)OC[C@H](C)O)F 2-((2S,3S,4S)-5-Chloro-6-fluoro-2-((((trans)-4-hydroxy-4-methylcyclohexyl)amino)methyl)-3-methyl-2-phenyl-2,3-dihydrobenzofuran-4-yl)-3-fluoro-4-((S)-2-hydroxypropoxy)benzonitrile